2-bromopropionyl bromide BrC(C(=O)Br)C